N1C(COCC1)C=C 3-morpholinylethylene